N-(5-(difluoromethoxy)-1H-pyrazol-3-yl)-6-(((1S,2S,3S,5R)-2-fluoro-8-methyl-8-azabicyclo[3.2.1]octan-3-yl)oxy)pyrazin-2-amine FC(OC1=CC(=NN1)NC1=NC(=CN=C1)O[C@@H]1[C@H]([C@@H]2CC[C@H](C1)N2C)F)F